N-(1-(6-(((1S,3S)-3-aminocyclopentyl)(ethyl)amino)-5,6,7,8-tetrahydronaphthalen-2-yl)-2-oxo-1,2-dihydropyrimidin-4-yl)piperazine-1-carboxamide Hydrochloride Salt Cl.N[C@@H]1C[C@H](CC1)N(C1CC=2C=CC(=CC2CC1)N1C(N=C(C=C1)NC(=O)N1CCNCC1)=O)CC